C(C)(C)(C)OC(N(C1=NC(=NC=C1)N1CC([C@@H](C(C1)(C)C)O)(F)F)C(=O)OC(C)(C)C)=O |r| racemic-N-[(tert-butoxy)carbonyl]-N-[2-(3,3-difluoro-4-hydroxy-5,5-dimethylpiperidin-1-yl)pyrimidin-4-yl]carbamic acid tert-butyl ester